BrCC1=C(C=C(C(=C1)[N+](=O)[O-])OC)F 1-(bromomethyl)-2-fluoro-4-methoxy-5-nitro-benzene